methyl (2S,4S)-4-methoxypyrrolidine-2-carboxylate CO[C@H]1C[C@H](NC1)C(=O)OC